Isopropoxy-bis(3,5-bis(trifluoromethyl)phenyl)borane C(C)(C)OB(C1=CC(=CC(=C1)C(F)(F)F)C(F)(F)F)C1=CC(=CC(=C1)C(F)(F)F)C(F)(F)F